N-(t-butoxycarbonyl)-O-isopentyl-L-serine C(C)(C)(C)OC(=O)N[C@@H](COCCC(C)C)C(=O)O